(1-{(S)-2-[(S)-3-Neopentyl-2-oxo-1-piperazinyl]hex-anoyl}-4-piperidyl)acetamide C(C(C)(C)C)[C@H]1C(N(CCN1)[C@H](C(=O)N1CCC(CC1)CC(=O)N)CCCC)=O